C1(=C(C(=C(C=2C3=C(C(=C(C(=C3N(C12)C1=C(C(=C(C=2C=3C(OC21)=C(C(=C(C3[2H])[2H])B3OC(C(O3)(C)[CH2+])(C)C)[2H])[2H])[2H])[2H])[2H])[2H])[2H])[2H])[2H])[2H])[2H])[2H] (2-(6-(9H-carbazol-9-yl-d8)dibenzo[b,d]furan-3-yl-1,2,4,7,8,9-d6)-4,5,5-trimethyl-1,3,2-dioxaborolan-4-yl)methylium